FC(C1CC(C1)(O)C=1SC=2N=C(N=CC2N1)C1=CC=2C(N=C1)=NN(C2)C)F cis-3-(difluoromethyl)-1-(5-(2-methyl-2H-pyrazolo[3,4-b]pyridin-5-yl)[1,3]thiazolo[5,4-d]pyrimidin-2-yl)cyclobutanol